zinc hypochlorite Cl[O-].[Zn+2].Cl[O-]